(S)-4-(4-chlorobenzyl)-1-(3-fluoro-5-methoxypyridin-2-yl)-3-(oxetan-3-yl)piperazine-2,5-dione ClC1=CC=C(CN2[C@H](C(N(CC2=O)C2=NC=C(C=C2F)OC)=O)C2COC2)C=C1